C1(=CC=C(C=C1)C=1N=NNC1C(=O)O)C1=CC(=CC=C1)C1=CC=CC=C1 4-([1,1':3',1''-terphenyl]-4-yl)-1H-1,2,3-triazole-5-carboxylic acid